C1(=CC=CC=C1)[B-](C1=CC=CC=C1)(C1=CC=CC=C1)C1=CC=CC=C1.CC(CC)OC1=C(C=CC(=C1)[S+](C1=CC(=C(C=C1)SC1=CC=C(C=C1)C1=CC=CC=C1)OCCCC)C1=CC=CC=C1)C1=CC=CC=C1 (2-butoxy)phenyl[4-(4-biphenylylthio)-3-butoxyphenyl]4-biphenylylsulfonium tetraphenylborate